3-[2-(tert-butylamino)-1-[(4-chlorophenyl)methyl-formylamino]-2-oxoethyl]-6-chloro-1H-indole-2-carboxylic acid ethyl ester C(C)OC(=O)C=1NC2=CC(=CC=C2C1C(C(=O)NC(C)(C)C)N(C=O)CC1=CC=C(C=C1)Cl)Cl